1-(tert-butyl)-9-[2-carboxy(3,6-methano-4-methyl-4-cyclohexenyl)]carbonyloxy-anthracene C(C)(C)(C)C1=CC=CC2=CC3=CC=CC=C3C(=C12)OC(=O)C1C(C2C(=CC1C2)C)C(=O)O